C1(=CC=C(C=C1)C(=O)NC1=CC(=C(C(=O)O)C=C1)O)C(=O)NC1=CC(=C(C(=O)O)C=C1)O 4,4'-[1,4-Phenylenedi-(carbonylimino)]bis(2-hydroxybenzoic acid)